2-methyl-2-propanyl (8aS)-5-bromo-6-chloro-8a,9,11,12-tetrahydropyrazino[2',1':3,4][1,4]oxazepino[5,6,7-de]quinazoline-10(8H)-carboxylate BrC=1C(=C2C3=C(N=CN=C3C1)N1[C@H](CO2)CN(CC1)C(=O)OC(C)(C)C)Cl